methyl 4-amino-5-bromo-2-chloro-6-cyclopentylnicotinate NC1=C(C(=NC(=C1C(=O)OC)Cl)C1CCCC1)Br